ClC1=CC=C2C=CN=C(C2=C1)C=1N=NNC1 4-(7-chloroisoquinolin-1-yl)-1H-1,2,3-triazole